C(C(=C)C)(=O)O.C(C=C)(=O)O.C(C=C)(=O)O.C(COCCO)O diethylene glycol diacrylate Methacrylate